N=1C=NN2C1C=CC(=C2)C2=CC=C1[C@H](CN(CC1=C2)C(=O)O)C2=CC(=C(C=C2)Cl)Cl |r| racemic-7-([1,2,4]triazolo[1,5-a]pyridin-6-yl)-4-(3,4-dichlorophenyl)-3,4-dihydroisoquinoline-2(1H)-carboxylic acid